1-[3-[4-[3-[3-amino-6-(2-hydroxyphenyl)pyridazin-4-yl]-3,8-diazabicyclo[3.2.1]octan-8-yl]-2-pyridyl]prop-2-ynyl]piperidin-4-ol NC=1N=NC(=CC1N1CC2CCC(C1)N2C2=CC(=NC=C2)C#CCN2CCC(CC2)O)C2=C(C=CC=C2)O